3-(5-(difluoromethyl)-1,3,4-thiadiazol-2-yl)-8-((2R,6S)-2-(hydroxymethyl)-6-methylmorpholino)-N-(3-methyloxetan-3-yl)imidazo[1,2-a]pyridine-6-sulfonamide FC(C1=NN=C(S1)C1=CN=C2N1C=C(C=C2N2C[C@@H](O[C@H](C2)C)CO)S(=O)(=O)NC2(COC2)C)F